butanoic acid 4-(allyloxy)-4-oxobutyl ester C(C=C)OC(CCCOC(CCC)=O)=O